NCCCC(=O)NC1=CC(=C(C=C1)N)C#CCN 4-amino-N-(4-amino-3-(3-aminoprop-1-yn-1-yl)phenyl)butanamide